FC1(CCC(CC1)N1N=CC(=C1)C#N)F 1-(4,4-difluorocyclohexyl)pyrazole-4-carbonitrile